5-((5-Chloroisoquinolin-1-yl)amino)picolinic acid methyl ester COC(C1=NC=C(C=C1)NC1=NC=CC2=C(C=CC=C12)Cl)=O